(S)-TERT-BUTYL 5-(((1R,2R)-2-((S)-2-(ALLYLOXY)-1-HYDROXYETHYL)CYCLOBUTYL)METHYL)-6'-CHLORO-3',4,4',5-TETRAHYDRO-2H,2'H-SPIRO[BENZO[B][1,4]OXAZEPINE-3,1'-NAPHTHALENE]-7-CARBOXYLATE C(C=C)OC[C@@H](O)[C@H]1[C@@H](CC1)CN1C2=C(OC[C@]3(CCCC4=CC(=CC=C34)Cl)C1)C=CC(=C2)C(=O)OC(C)(C)C